[Si](C)(C)(C(C)(C)C)OCCOC1=NC(=NC=C1)N 4-(2-((tert-butyldimethylsilyl)oxy)ethoxy)pyrimidin-2-amine